3-iodo-N-(4-methoxybenzyl)-1-methyl-1H-pyrrolo[3,2-c]pyridin-4-amine IC1=CN(C2=C1C(=NC=C2)NCC2=CC=C(C=C2)OC)C